3-propyl-Cyclopentanol C(CC)C1CC(CC1)O